ClC1=CC(=C(C=C1)C1N(C2=C(OC1)C=CC=C2C=2CCN(CC2)C(=O)OC(C)(C)C)C)F tert-butyl 4-(3-(4-chloro-2-fluorophenyl)-4-methyl-3,4-dihydro-2H-benzo[b][1,4]oxazin-5-yl)-3,6-dihydropyridine-1(2H)-carboxylate